1-chloro-3-(1-phenylvinyl)benzene ClC1=CC(=CC=C1)C(=C)C1=CC=CC=C1